3-amino-5-cyclobutyl-1H-pyrazole NC1=NNC(=C1)C1CCC1